2-(benzyloxy)isonicotinic acid C(C1=CC=CC=C1)OC=1C=C(C(=O)O)C=CN1